(S)-4-((4-(3-chloro-4-(2-chloro-3-(6-methoxy-5-((methylamino)methyl)pyridin-2-yl)phenyl)pyridin-2-yl)-2-methoxybenzyl)amino)-3-hydroxybutanoic acid ClC=1C(=NC=CC1C1=C(C(=CC=C1)C1=NC(=C(C=C1)CNC)OC)Cl)C1=CC(=C(CNC[C@H](CC(=O)O)O)C=C1)OC